C(CCC)(=O)[O-].OCC[N+](C)(C)C.CC1C(NCCC1)=O 3-methyl-Piperidin-2-one CHOLINE BUTYRATE SALT